COC(=O)C1(CCCCC1)N(NC(=O)OC(C)(C)C)C(=O)OC(C)(C)C.OC(C[SiH2]OC1=CC=C(C=C1)[I+]C1=CC=CC=C1)CCCCCCCCCCCC [4-(2-hydroxy-n-tetradecylsiloxy)phenyl]phenyliodonium Methyl-1-{[(tert-butoxy)carbonyl]({[(tert-butoxy)carbonyl]amino})amino}cyclohexane-1-carboxylate